L-tryptophyl-L-leucyl-L-isoleucyl-L-alanylglycyl-L-prolyl-L-seryl-L-alanyl-L-prolyl-L-seryl-L-serine amide N[C@@H](CC1=CNC2=CC=CC=C12)C(=O)N[C@@H](CC(C)C)C(=O)N[C@@H]([C@@H](C)CC)C(=O)N[C@@H](C)C(=O)NCC(=O)N1[C@@H](CCC1)C(=O)N[C@@H](CO)C(=O)N[C@@H](C)C(=O)N1[C@@H](CCC1)C(=O)N[C@@H](CO)C(=O)N[C@@H](CO)C(=O)N